C(#N)C1=NNC2=CC(=CC=C12)/C=C/C(=O)N[C@@H]1[C@H](CC2=CC=CC=C12)OC (E)-3-(3-cyano-1H-indazol-6-yl)-N-((1S,2S)-2-methoxy-2,3-dihydro-1H-inden-1-yl)acrylamide